COC1=C2N=CN(C2=NC=N1)CC1=CC(=CC=C1)C 6-methoxy-9-(3-methylbenzyl)-9H-purine